2-fluoro-ethylene FC=C